C1(=CCCCC1)NC1CCCC1 N-(1-cyclohexenyl)cyclopentylamine